FC1=CC=C(C(=O)NC2(CC2)C=2N=C3[C@H]4[C@@H](CN(C3=CC2)C(=O)OC(C)(C)C)C4)C=C1 tert-butyl (6aS,7aR)-2-(1-(4-fluorobenzamido)cyclopropyl)-6,6a,7,7a-tetrahydro-5H-cyclopropa[c][1,5]naphthyridine-5-carboxylate